N1[C@@H](CCC1)C(=O)N[C@@H](CO)C(=O)O prolylserine